COC([C@@H](C)OC1=NN(C(=C1Cl)I)C1=NC=CC=C1)=O methyl-(2R)-2-{[4-chloro-5-iodo-1-(pyridin-2-yl)-1H-pyrazol-3-yl]oxy}propanoate